COC1=NC=C(C(=N1)OC)C=1C=C(C=2N(N1)C=CN2)[C@@H]2[C@H](C2)C=2C=NC1=CC=CC=C1C2 3-[(1S,2S)-2-[6-(2,4-dimethoxypyrimidin-5-yl)imidazo[1,2-b]pyridazin-8-yl]cyclopropyl]quinoline